CN(C1=C2C=CC=C(C2=CC=C1)CC(=O)N[C@@H](CS)C(=O)O)C (2-(5-(dimethyl-amino)naphthalen-1-yl)acetyl)-L-cysteine